1-Azabicyclo[3.2.2]nonan-4-yl (2-(4'-(2-methoxyethoxy)-[1,1'-biphenyl]-3-yl)propan-2-yl)carbamate COCCOC1=CC=C(C=C1)C1=CC(=CC=C1)C(C)(C)NC(OC1CCN2CCC1CC2)=O